C(C)C(CCCCCCN1[C@@H]([C@H]([C@@H]([C@H](C1)O)O)O)CO)(CC)O (2R,3R,4R,5S)-1-(7-Ethyl-7-hydroxynonyl)-2-(hydroxymethyl)-3,4,5-piperidinetriol